COC=1C=CC=2N(C1)N=CC2OC=2C(=C1C(=NC2)N=C(N1C)NC=1C(N(C=C(C1)C(F)(F)F)C)=O)C#N 6-((6-methoxypyrazolo[1,5-a]pyridin-3-yl)oxy)-1-methyl-2-((1-methyl-2-oxo-5-(trifluoromethyl)-1,2-dihydropyridin-3-yl)amino)-1H-imidazo[4,5-b]pyridine-7-carbonitrile